ClC=1C(=NC(=NC1)C1=NNC2=CC=CC=C12)NC1=CC2=C(N(C(N2CCC(C)(C)O)=O)C)C=C1 5-((5-chloro-2-(1H-indazol-3-yl)pyrimidin-4-yl)amino)-3-(3-hydroxy-3-methylbutyl)-1-methyl-1,3-dihydro-2H-benzo[d]imidazol-2-one